2-(2,3-Dimethyl-4-((4-(4-(trifluoromethyl)phenyl)piperazin-1-yl)methyl)phenoxy)-2-methylpropanoic acid CC1=C(OC(C(=O)O)(C)C)C=CC(=C1C)CN1CCN(CC1)C1=CC=C(C=C1)C(F)(F)F